3-((tert-Butoxycarbonyl)amino)-1H-pyrrole-2-carboxylic acid ethyl ester C(C)OC(=O)C=1NC=CC1NC(=O)OC(C)(C)C